2-((1-(3-phenylquinoxalin-5-yl)ethyl)amino)benzoic acid C1(=CC=CC=C1)C=1C=NC2=CC=CC(=C2N1)C(C)NC1=C(C(=O)O)C=CC=C1